BrC1=CC=C2NC(C=3N(C2=C1C(F)F)C(=NN3)C)(C)C 8-bromo-9-difluoromethyl-1,4,4-trimethyl-4,5-dihydro-[1,2,4]triazolo[4,3-a]quinoxaline